C12CC(CC2C1)OC1=C(C=C(C=C1F)NC(C1=NC(=CC(=C1)C)N1CC(C1)(C)OC)=O)F N-(4-(bicyclo[3.1.0]hexan-3-yloxy)-3,5-difluorophenyl)-6-(3-methoxy-3-methylazetidin-1-yl)-4-methylpicolinamide